NC=1N=C(C2=C(N1)C=NN2CC2=CC=C(C=1C=CC=NC21)C(=O)O)N[C@H](CCO)CCC (S)-8-((5-amino-7-((1-hydroxyhexan-3-yl)amino)-1H-pyrazolo[4,3-d]pyrimidin-1-yl)methyl)quinoline-5-carboxylic acid